Cl.CC1(CN(CCN1)CCOC1=C(C=C(C=C1)N1C(N(C(C1(C)C)=O)C=1C=C(C(=NC1)C#N)C(F)(F)F)=S)CC)C 5-(3-(4-(2-(3,3-dimethylpiperazin-1-yl)ethoxy)-3-ethylphenyl)-4,4-dimethyl-5-oxo-2-thioxoimidazolidin-1-yl)-3-(trifluoromethyl)pyridinecarbonitrile hydrochloride